C(C)OC(=O)N1CC2(C1)C[C@H](CC2)N2CCN(CC2)C2=NC=CC=C2OC (6S)-6-[4-(3-methoxypyridin-2-yl)piperazin-1-yl]-2-azaspiro[3.4]octane-2-carboxylic acid ethyl ester